8'-methyl-2',3'-dihydrospiro[cyclopropane-1,4'-pyrido[2,3-b][1,4,5]oxathiazepine] 1',1'-dioxide CC1=CC2=C(OC3(CNS2(=O)=O)CC3)N=C1